tetra-urethane dimethacrylate C(C(=C)C)(=O)O.C(C(=C)C)(=O)O.NC(=O)OCC.NC(=O)OCC.NC(=O)OCC.NC(=O)OCC